O1C(=CC=C1)C(C(=O)C=1OC=CC1)=O 1,2-difuranylethane-1,2-dione